N,N-dimethyl-2-(3-(((4-morpholino-6-(3-(m-tolyl)-1H-pyrazol-1-yl)pyrimidin-2-yl)oxy)methyl)-1H-pyrazol-1-yl)ethan-1-amine CN(CCN1N=C(C=C1)COC1=NC(=CC(=N1)N1CCOCC1)N1N=C(C=C1)C=1C=C(C=CC1)C)C